C[Si](OCCCCCCCCCCC[Si](OCC)(OCC)OCC)(C)C 11-(trimethylsiloxy)undecyltriethoxysilane